CC1=CC(=NO1)C(=O)NCC1=NOC(C1)C(=O)OCC ethyl 3-[[(5-methylisoxazole-3-carbonyl)amino]methyl]-4,5-dihydroisoxazole-5-carboxylate